COC=1C=CC2=C(C(O[C@@H]2[C@@H]2N(CCC=3C=C4C(=C(C23)OC)OCO4)C)=O)C1OC (3S)-6,7-dimethoxy-3-[(5R)-4-methoxy-6-methyl-7,8-dihydro-5H-[1,3]dioxolo[4,5-g]isoquinolin-5-yl]-3H-2-benzofuran-1-one